5-(1H-pyrazol-5-yl)-pyridine-3-carboxamide hydrochloride Cl.N1N=CC=C1C=1C=C(C=NC1)C(=O)N